C(=O)(O)CN1CCN(CCN(CCNCC1)CC(=O)O)CC1=[N+](C=CC=C1)[O-] 2-((4,10-bis(carboxymethyl)-1,4,7,10-tetraazacyclododec-1-yl)methyl)pyridine 1-oxide